2-((3-Cyclopropoxy-1-isopropyl-1H-pyrazol-4-yl)amino)-7-((3R,4R)-4-methoxytetrahydrofuran-3-yl)-7H-pyrrolo[2,3-d]pyrimidine-6-carbonitrile C1(CC1)OC1=NN(C=C1NC=1N=CC2=C(N1)N(C(=C2)C#N)[C@@H]2COC[C@@H]2OC)C(C)C